[1-(difluoromethylsulfonyl)-4-piperidyl]methanamine FC(S(=O)(=O)N1CCC(CC1)CN)F